BrC(CC)C=1C=C(C=C2C(C=C(OC12)N1CCOCC1)=O)C(=O)N(C)C 8-(1-bromopropyl)-N,N-dimethyl-2-morpholino-4-oxo-4H-chromene-6-carboxamide